BrC1=CC=CC(=N1)C1=NN=CN1[C@@H](CO)C (R)-2-(3-(6-bromopyridin-2-yl)-4H-1,2,4-triazol-4-yl)propan-1-ol